2,2-bis[4-(2-hydroxy)ethoxyphenyl]propane dibut-3-yn-1-yl-carbonate C(CC#C)OC(OCCC#C)=O.OCCOC1=CC=C(C=C1)C(C)(C)C1=CC=C(C=C1)OCCO